N[C@@]1(CN(CC1)C1=C(C=NC=C1C1=NC2=C(N1)C=CC=C2C)C(=O)N(C)CC)C 4-[(3S)-3-amino-3-methylpyrrolidin-1-yl]-N-ethyl-N-methyl-5-(4-methyl-1H-1,3-benzodiazol-2-yl)pyridine-3-carboxamide